BrC1=C(C=C2N(C1=O)C(CS2)C(=O)O)CC2=CC=CC1=CC=CC=C21 6-Bromo-7-(naphthalen-1-ylmethyl)-5-oxo-2,3-dihydro-5H-thiazolo[3,2-a]pyridine-3-carboxylic acid